4-((6-aminopyridin-3-yl)oxy)-N-(1-methyl-1H-pyrazol-4-yl)pyridin-2-amine NC1=CC=C(C=N1)OC1=CC(=NC=C1)NC=1C=NN(C1)C